O=C1N(C(C=C1)=O)C=1C=C(C(=O)NCC2=CC(=C(C=C2)[N+](=O)[O-])CO)C=CC1 3-(2,5-dioxo-2,5-dihydro-1H-pyrrol-1-yl)-N-(3-(hydroxymethyl)-4-nitrobenzyl)benzamide